1,3,5-tri(4-pyrimidylphenyl)benzene N1=C(N=CC=C1)C1=CC=C(C=C1)C1=CC(=CC(=C1)C1=CC=C(C=C1)C1=NC=CC=N1)C1=CC=C(C=C1)C1=NC=CC=N1